tert-butyl 4-((2-(allyloxy)-4,5-dichlorophenyl)(2,2,2-trifluoroacetamido)methyl)piperidine-1-carboxylate C(C=C)OC1=C(C=C(C(=C1)Cl)Cl)C(C1CCN(CC1)C(=O)OC(C)(C)C)NC(C(F)(F)F)=O